S(=O)(=O)([O-])[O-].[Mg+2].Cl[Si](CC(CCCC)CC)(CC(CCCC)CC)Cl dichlorobis(2-ethylhexyl)silane Magnesium sulfat